Benzo[c]Thiophen C=1SC=C2C1C=CC=C2